2-isopropyl-5-methylcyclohexyl 2-hydroxypropanoate OC(C(=O)OC1C(CCC(C1)C)C(C)C)C